2-(tributylstannyl)propene C(CCC)[Sn](C(=C)C)(CCCC)CCCC